3,5-dimethoxymethyl-biphenyl COCC=1C=C(C=C(C1)COC)C1=CC=CC=C1